(S)-quinuclidin-3-yl (3,3-dimethyl-7-(4-(trifluoromethoxy)phenyl)chroman-4-yl)carbamate CC1(COC2=CC(=CC=C2C1NC(O[C@@H]1CN2CCC1CC2)=O)C2=CC=C(C=C2)OC(F)(F)F)C